4-chloro-2-{5-[2-(2,6-difluoro-phenyl)propan-2-yl]-1,2,4-oxadiazol-3-yl}-6-[(1S)-1-[(2S,4R)-4-fluoro-1-methyl-pyrrolidin-2-yl]ethoxy]pyrimidine ClC1=NC(=NC(=C1)O[C@@H](C)[C@H]1N(C[C@@H](C1)F)C)C1=NOC(=N1)C(C)(C)C1=C(C=CC=C1F)F